2-(1,8-diazaspiro[4.5]decan-1-yl)ethanol hydrochloride salt Cl.N1(CCCC12CCNCC2)CCO